1,2-dichloroethaneOne ClC(CCl)=O